C=1([O-])C([O-])=CC=CC1.C=1([O-])C([O-])=CC=CC1.C=1([O-])C([O-])=CC=CC1.[Ti+4].[Na+] sodium titanium(IV) tricatecholate